C(C)(C)(C)OC(=O)N1[C@@H]2[C@H](NC[C@H]1CC2)C(CO[Si](C2=CC=CC=C2)(C2=CC=CC=C2)C(C)(C)C)O (1S,2S,5R)-2-(2-((tert-butyldiphenylsilyl)oxy)-1-hydroxyethyl)-3,8-diazabicyclo[3.2.1]octane-8-carboxylic acid tert-butyl ester